ClC=1C=C(C(=O)N2CSC3=C2C=CC=C3)C=C(C1O)Cl 3-(3,5-dichloro-4-hydroxybenzoyl)-2,3-dihydro-1,3-benzothiazole